5-(benzylthio)-3-chloropyrazine-2-carboxylic acid methyl ester COC(=O)C1=NC=C(N=C1Cl)SCC1=CC=CC=C1